N-[3-[2-(difluoromethoxy)-5-[3-(3-fluoroazetidin-3-yl)phenoxy]phenyl]-1-methyl-pyrazol-4-yl]pyrazolo[1,5-a]pyrimidine-3-carboxamide FC(OC1=C(C=C(C=C1)OC1=CC(=CC=C1)C1(CNC1)F)C1=NN(C=C1NC(=O)C=1C=NN2C1N=CC=C2)C)F